aniline difluoroacetate FC(C(=O)O)F.NC1=CC=CC=C1